ClC=1C(=NC(=NC1)NC=1C(=NN(C1)C1CCNCC1)CC)NCCCN1C(CCCC1)=O 1-(3-((5-chloro-2-((3-ethyl-1-(piperidin-4-yl)-1H-pyrazol-4-yl)amino)pyrimidin-4-yl)amino)propyl)piperidin-2-one